CS(=O)(=O)C=1C=NC=C(C(=O)NCC2=NC=C3C=CC(=NC3=C2)C2=NC(=CC=C2)N2C[C@@H]3N(CC2)C(OC3)=O)C1 (S)-5-(methylsulfonyl)-N-((2-(6-(3-oxotetrahydro-3H-oxazolo[3,4-a]pyrazin-7(1H)-yl)pyridin-2-yl)-1,6-naphthyridin-7-yl)methyl)nicotinamide